pentanedioic acid di-tert-butyl ester C(C)(C)(C)OC(CCCC(=O)OC(C)(C)C)=O